(R)-N-(1-cyanopyrrolidin-3-yl)-6-phenylpicolinamide C(#N)N1C[C@@H](CC1)NC(C1=NC(=CC=C1)C1=CC=CC=C1)=O